(S)-N-(2-hydroxy-1-phenylethyl)-3-tert-butyl-1-N-pentyl-1H-pyrazole-5-carboxamide OC[C@H](C1=CC=CC=C1)NC(=O)C1=CC(=NN1CCCCC)C(C)(C)C